C(C)OC1=NC=CC=C1C1=NC(=CC=C1)C(=O)N[C@H]1CN(CC1)C 2'-ethoxy-N-[(3R)-1-methylpyrrolidin-3-yl]-[2,3'-bipyridine]-6-carboxamide